N,N-dimethyltriamidophosphoric acid CN(P(=O)(N)N)C